1,2,4-benzenetricarboxylic acid trihydrazide C=1(C(=CC(=CC1)C(=O)NN)C(=O)NN)C(=O)NN